Br\C=C\C=CBr trans-1,4-dibromobutadiene